methyl 1-(3-methyltetrahydrofuran-3-yl)-6-oxo-4-(((trifluoromethyl) sulfonyl) oxy)-1,6-dihydropyridine-3-carboxylate CC1(COCC1)N1C=C(C(=CC1=O)OS(=O)(=O)C(F)(F)F)C(=O)OC